C(C)(=O)OC(C(=O)NNC)C=1C=C(C=CC1)C[C@H](C(=O)OC)C methyl (2R)-3-(3-(1-acetoxy-2-(2-methylhydrazineyl)-2-oxoethyl)phenyl)-2-methylpropanoate